CN(C(/C=C/CC[C@@H](C(NC=1C(N(C=CC1)CC1=CC=2C(=C(N=CC2)CC(C)C)N1)=O)=O)NC(OC)=O)=O)C methyl N-[(E,1S)-6-(dimethylamino)-1-[[1-[(7-isobutyl-1H-pyrrolo[2,3-c]pyridin-2-yl)methyl]-2-oxo-3-pyridyl]carbamoyl]-6-oxo-hex-4-enyl]carbamate